NCCOC(CO)OCCN 2,2-Bis(2-aminoethoxy)ethanol